7-bromo-5-methoxy-4-(((tetrahydro-2H-pyran-2-yl)oxy)methyl)-1-tosyl-1H-indole BrC=1C=C(C(=C2C=CN(C12)S(=O)(=O)C1=CC=C(C)C=C1)COC1OCCCC1)OC